C(#N)C(C(=O)NC(OCC)=O)=NNC1=CC(=C(C(=C1)Cl)OC=1C=C2C(=CN(C2=CC1)S(=O)(=O)C1=CC=C(C)C=C1)CCC)Cl Ethyl (2-cyano-2-(2-(3,5-dichloro-4-((3-propyl-1-tosyl-1H-indol-5-yl)oxy)phenyl)hydrazineylidene)acetyl)carbamate